(R)-(5-(pyrazin-2-yl)-1,3,4-oxadiazol-2-yl)(4-(pyrazolo[1,5-a]pyridin-2-yl)-6,7-dihydro-1H-imidazo[4,5-c]pyridin-5(4H)-yl)methanone N1=C(C=NC=C1)C1=NN=C(O1)C(=O)N1[C@H](C2=C(CC1)NC=N2)C2=NN1C(C=CC=C1)=C2